2-((2S,3R)-3-azidopyrrolidin-2-yl)-1-(m-tolyl)-1H-imidazole hydrogen chloride Cl.N(=[N+]=[N-])[C@H]1[C@H](NCC1)C=1N(C=CN1)C=1C=C(C=CC1)C